tribromomethyltri-n-propoxysilane BrC(Br)(Br)[Si](OCCC)(OCCC)OCCC